C(C)OC(CC1=CC(=CC=C1)C=1C(NC2=CC(=C(C=C2C1)C1=CC=C(C=C1)C=1C=NC=CC1)Cl)=O)=O 2-(3-(7-chloro-2-oxo-6-(4-(pyridin-3-yl)phenyl)-1,2-dihydro-quinolin-3-yl)phenyl)acetic acid ethyl ester